4-({[(tert-butoxy)carbonyl]amino}amino)-1-(oxan-4-yl)-6-oxo-1,6-dihydropyridine-3-carboxylic acid C(C)(C)(C)OC(=O)NNC=1C(=CN(C(C1)=O)C1CCOCC1)C(=O)O